C(CC)(=O)O[C@@H]1[C@H](O[C@H]([C@@H]1F)N1C(NC(C=C1)=O)=O)CO (2R,3R,4R,5R)-5-(2,4-dioxo-3,4-dihydropyrimidin-1(2H)-yl)-4-fluoro-2-(hydroxymethyl)tetrahydrofuran-3-yl propionate